OC(CCCC(CCCC(=O)O)C)(C)C 9-hydroxy-5,9-dimethyldecanoic acid